C1(=CC=CC=C1)[B-](C1=CC=CC=C1)(C1=CC=CC=C1)C1=CC=CC=C1.C12CCCC=C2CCC1 bicyclo[4.3.0]-5-nonene tetraphenyl-borate